N1(CCCCCC1)C(C(=O)NC=1C=C(C(=NC1)C)C=1N2C(SC1C=1C=NN(C1)C)=C(C=N2)C(=O)N)C (5-(2-(azepan-1-yl)propanamido)-2-methylpyridin-3-yl)-2-(1-methyl-1H-pyrazol-4-yl)pyrazolo[5,1-b]thiazole-7-carboxamide